CC1=CC(=NC=C1)NC=1SC(=C(N1)C1=NC=CC=C1)CO {2-[(4-Methylpyridin-2-yl)amino]-4-(pyridin-2-yl)-1,3-thiazol-5-yl}methanol